[K].C(CCCCC)NC(S)=S N-hexyl-dithiocarbamic acid potassium